C(CCC)C1N(CCCC1)CCC Butyl-propyl-piperidine